2-(4-(N-(8'-bromo-4'H-spiro[cyclopropane-1,5'-naphtho[2,1-d]isoxazol]-3'-yl)sulfamoyl)-3,5-dimethoxyphenyl)-N-methylacetamide BrC1=CC=C2C3(CC=4C(=NOC4C2=C1)NS(=O)(=O)C1=C(C=C(C=C1OC)CC(=O)NC)OC)CC3